8-chloro-1-methyl-6-phenyl-4H-s-triazolo[4,3-a][1,4]-benzodiazepine ClC=1C=CC2=C(C(=NCC=3N2C(=NN3)C)C3=CC=CC=C3)C1